4'-[[6-[[4-[[(1,1-dimethylethyl) amino] carbonyl] phenyl] amino]-1,3,5-triazine-2,4-diyl] diimino] dibenzoate C(C1=CC=CC=C1)(=O)ONC1=NC(=NC(=N1)NOC(C1=CC=CC=C1)=O)NC1=CC=C(C=C1)C(=O)NC(C)(C)C